N-(2,2,2-trifluoro-1-(4-fluorophenyl)ethyl)thiazolo[4,5-b]pyridine-6-sulfonamide FC(C(C1=CC=C(C=C1)F)NS(=O)(=O)C=1C=C2C(=NC1)N=CS2)(F)F